1,2-diphenyl-3-(3-methylphenyl)-2-buten-1-one C1(=CC=CC=C1)C(C(=C(C)C1=CC(=CC=C1)C)C1=CC=CC=C1)=O